BrC=1C(=CC=2N(C1)C=C(N2)CN2N=CC(=C2)C(=O)NCC=2N=CN1C2C=C(C=C1)Cl)C 1-((6-bromo-7-methylimidazo[1,2-a]pyridin-2-yl)methyl)-N-((7-chloroimidazo[1,5-a]pyridin-1-yl)methyl)-1H-pyrazole-4-carboxamide